ClC=1C=NC(=C(C(=O)NC2CCC(CC2)CN2C(N(C3=C2C=CC=C3)C=3C=C2C(=NC3)N(C(=C2)C)C)=O)C1)C(F)F 5-chloro-2-(difluoromethyl)-N-((1r,4r)-4-((3-(1,2-dimethyl-1H-pyrrolo[2,3-b]pyridin-5-yl)-2-oxo-2,3-dihydro-1H-benzo[d]imidazol-1-yl)methyl)cyclohexyl)nicotinamide